FC(C=1C=C(C(=O)NN2C([C@]3(CC[C@@H](C2=O)C3(C)C)C)=O)C=CC1)(F)F 3-(trifluoromethyl)-N-((1S,5R)-1,8,8-trimethyl-2,4-dioxo-3-azabicyclo[3.2.1]oct-3-yl)benzamide